ClC=1C=C(C=C(C1)NS(=O)(=O)C)NC(=O)C=1SC(=C(C1)C1=NC=C(C=C1F)N1CC2(CC2(F)F)CC1)C N-(3-chloro-5-(methylsulfonamido)phenyl)-4-(5-(1,1-difluoro-5-azaspiro[2.4]heptan-5-yl)-3-fluoropyridin-2-yl)-5-methylthiophene-2-carboxamide